6-chloropyridineformaldoxime ClC1=CC=CC(=N1)C=NO